4-[(3R)-3-[(6-chloro-5-methylpyridazin-3-yl)amino]piperidin-1-yl]cyclohexan-1-ol ClC1=C(C=C(N=N1)N[C@H]1CN(CCC1)C1CCC(CC1)O)C